C(C1=CC=CC=C1)(=O)OC[C@@]1(CN(C[C@@H](O1)N1C2=NC=NC(=C2N=C1)NC(C1=CC=CC=C1)=O)C1CCCCC1)CO [(2R,6R)-6-(6-benzamidopurin-9-yl)-4-cyclohexyl-2-(hydroxymethyl)morpholin-2-yl]methyl benzoate